C(C)(C)(C1=CC=CC=C1)C1=CC=C(C=C1)O para-Cumyl-phenol